8-butoxy-7-(4-chlorobenzyl)-3-ethyl-1-(3-hydroxypropyl)-1H-purine-2,6(3H,7H)-dione C(CCC)OC1=NC=2N(C(N(C(C2N1CC1=CC=C(C=C1)Cl)=O)CCCO)=O)CC